8-((cis-4-hydroxycyclohexyl)oxy)-7-ethynyl-N-(3-((methylsulfonyl)methyl)phenyl)quinazolin-2-amine O[C@H]1CC[C@H](CC1)OC=1C(=CC=C2C=NC(=NC12)NC1=CC(=CC=C1)CS(=O)(=O)C)C#C